CCOC1=CC=C(C=C1)[Si](C)(C)CCCC2=CC(=C(C=C2)F)OC3=CC=CC=C3 The molecule is an organosilicon compound that is dimethylsilane in which one of the hydrogens attached to the silicon is replaced by a 4-ethoxyphenyl group, while the other is replaced by a 3-(4-fluoro-3-phenoxyphenyl)propyl group. It is an insecticide used to control soil-borne insects. It has a role as a pyrethroid ether insecticide. It is an organofluorine compound, an organosilicon compound and an aromatic ether. It derives from a 4-(trimethylsilyl)phenol.